ClC=1C(=C(C=CC1)[C@@H]1NOCC1)C (R)-3-(3-chloro-2-methylphenyl)isoxazolidine